FC1=CN(C=C1F)C=1C=C(C=NC1)C=1N=NN(C1)CC=1N=C2N(C=C(C=C2)CNCC23CC(C2)(C3)F)C1 1-(2-((4-(5-(3,4-difluoro-1H-pyrrol-1-yl)pyridin-3-yl)-1H-1,2,3-triazol-1-yl)methyl)imidazo[1,2-a]pyridin-6-yl)-N-((3-fluorobicyclo[1.1.1]pentan-1-yl)methyl)methylamine